COC1=NC(=NN2C1=C(C=C2)C=2C=CC1=C(N(N=N1)CC(F)(F)F)C2)NC2CCC(CC2)NC(C)=O N-((1s,4s)-4-((4-methoxy-5-(1-(2,2,2-trifluoroethyl)-1H-benzo[d][1,2,3]triazol-6-yl)pyrrolo[2,1-f][1,2,4]triazin-2-yl)amino)cyclohexyl)acetamide